(E)-4-(7,7-dimethyl-spiro[2.5]octane-8-yl)but-3-en-2-one CC1(CCCC2(CC2)C1/C=C/C(C)=O)C